N1C(CCC1)CO 1-Tetrahydropyrrolyl-methanol